1,6-dimethyl-4-{4-[3-(2-methylphenyl)-1,2,4-oxadiazol-5-yl]piperidin-1-yl}-2-oxo-7-{[(3R)-oxolane-3-yl]oxy}-1,2-dihydroquinoline-3-carbonitrile CN1C(C(=C(C2=CC(=C(C=C12)O[C@H]1COCC1)C)N1CCC(CC1)C1=NC(=NO1)C1=C(C=CC=C1)C)C#N)=O